ethyl 6-chloro-5-(1,3-dioxolan-2-yl)-2-methylpyrimidine-4-carboxylate ClC1=C(C(=NC(=N1)C)C(=O)OCC)C1OCCO1